N-(3-(2'-fluoro-[1,1'-biphenyl]-4-yl)propyl)-1H-indole-3-carboxamide FC1=C(C=CC=C1)C1=CC=C(C=C1)CCCNC(=O)C1=CNC2=CC=CC=C12